4-(3-Chloro-4-(4-(2-((1-(methyl-sulfonyl)piperidin-4-yl)amino)-5-(trifluoromethyl)-pyrimidin-4-yl)-1H-imidazol-1-yl)phenyl)-1-methylpiperazin-2-one ClC=1C=C(C=CC1N1C=NC(=C1)C1=NC(=NC=C1C(F)(F)F)NC1CCN(CC1)S(=O)(=O)C)N1CC(N(CC1)C)=O